CN1C(C(N(C(C1CC1=CC=C(C=C1)C(F)(F)F)=O)C)=O)=O 1,4-dimethyl-6-(4-(trifluoromethyl)benzyl)piperazine-2,3,5-trione